3-chloro-6-[6-(dimethylphosphoryl)pyridin-3-yl]-7-fluoro-2-methyl-N-[(1R)-1-[3-(trifluoromethyl)phenyl]ethyl]-1,5-naphthyridin-4-amine ClC=1C(=NC2=CC(=C(N=C2C1N[C@H](C)C1=CC(=CC=C1)C(F)(F)F)C=1C=NC(=CC1)P(=O)(C)C)F)C